C(C)(C)(C)[C@H]1OC2=C(C(N3C1CNCC3)=O)C(=NC(=C2Cl)Cl)N2[C@H]([C@H](CC2)O)C (R)-tert-Butyl-3,4-dichloro-1-((2S,3S)-3-hydroxy-2-methylpyrrolidin-1-yl)-12-oxo-6a,7,9,10-tetrahydro-6H-pyrazino[2,1-c]pyrido[3,4-f][1,4]oxazepine